4-allyl-5-(4-((5-chloro-3-fluoropyridin-2-yl)oxy)phenyl)-2,4-dihydro-3H-1,2,4-triazol-3-one C(C=C)N1C(NN=C1C1=CC=C(C=C1)OC1=NC=C(C=C1F)Cl)=O